phthaloyl-L-ornithine methyl-2-(7-bromo-4-(1-hydroxyethyl)-1-oxophthalazin-2(1H)-yl)acetate CC(C(=O)O)N1C(C2=CC(=CC=C2C(=N1)C(C)O)Br)=O.C(C=1C(C(=O)O)=CC=CC1)(=O)N[C@@H](CCCN)C(=O)O